2,4,6-trimethylanilinium iron (II) bromide [Fe](Br)Br.CC1=C([NH3+])C(=CC(=C1)C)C